4-(difluoromethoxy)-N-{1-methyl-3-oxo-5-[4-(trifluoromethyl)phenyl]-2-[3-(trifluoromethyl)pyridin-2-yl]-2,3-dihydro-1H-pyrazol-4-yl}benzamide FC(OC1=CC=C(C(=O)NC=2C(N(N(C2C2=CC=C(C=C2)C(F)(F)F)C)C2=NC=CC=C2C(F)(F)F)=O)C=C1)F